2,6-difluoro-5-chloropyridine FC1=NC(=C(C=C1)Cl)F